COC1(C2CCCC1CN(C2)CC3=CC4=CC=CC=C4N3)C5=CC(=NC=C5)C(=O)N 4-((1R,5S,9r)-3-((1H-indol-2-yl)methyl)-9-methoxy-3-azabicyclo[3.3.1]nonan-9-yl)picolinamide (S)-2-hydroxysuccinate